C(C)(=O)OC(C)OP(=O)(CCC)OC1=C(C(=CC(=C1)CCCCC)OP(=O)(CCC)OC(C)OC(C)=O)C1=CC(=CC=C1)C 1-((((6-(((1-acetoxyethoxy)(propyl)phosphoryl)oxy)-3'-methyl-4-pentyl-[1,1'-biphenyl]-2-yl)oxy)(propyl)phosphoryl)oxy)ethyl acetate